ClC1=CC2=C(N(C(N=C2N2[C@H](CN(CC2)C(C=C)=O)C)=O)C=2C(=NC=CC2C(C)C)C)N=C1C1=C(C=CC=C1O)F (M)-6-chloro-7-(2-fluoro-6-hydroxyphenyl)-1-(2-methyl-4-(2-propanyl)-3-pyridinyl)-4-((2S)-2-methyl-4-(2-propenoyl)-1-piperazinyl)pyrido[2,3-d]pyrimidin-2(1H)-one